N-(4-((3-chloro-4-fluorophenyl)amino)-7-(3-(4-(2-((2-(2,6-dioxopiperidin-3-yl)-1,3-dioxoisoindolin-4-yl)amino)acetyl)piperazin-1-yl)propoxy)quinazolin-6-yl)acrylamide ClC=1C=C(C=CC1F)NC1=NC=NC2=CC(=C(C=C12)NC(C=C)=O)OCCCN1CCN(CC1)C(CNC1=C2C(N(C(C2=CC=C1)=O)C1C(NC(CC1)=O)=O)=O)=O